ClC1=C(C(=C(C=C1OC)OC)Cl)N1C(N(C2=NC(=NC=C2C1)NC1=NC=NC=C1)C1CCN(CC1)C(\C=C\CN(C)C)=O)=O (E)-3-(2,6-dichloro-3,5-dimethoxyphenyl)-1-(1-(4-(dimethylamino)but-2-enoyl)piperidin-4-yl)-7-(pyrimidin-4-ylamino)-3,4-dihydropyrimido[4,5-d]pyrimidin-2(1H)-one